C(C1=CC=CC=C1)N1C(C=2C=C(C(=NC2C=C1)C)C(=O)NCC1=NC=CC=N1)=O 6-benzyl-2-methyl-5-oxo-N-(pyrimidin-2-ylmethyl)-5,6-dihydro-1,6-naphthyridine-3-carboxamide